1,1,3-tri(2-methyl-4-hydroxyl-5-tert-butylphenyl)butane CC1=C(C=C(C(=C1)O)C(C)(C)C)C(CC(C)C1=C(C=C(C(=C1)C(C)(C)C)O)C)C1=C(C=C(C(=C1)C(C)(C)C)O)C